N-phenyl-tryptaminesalicylic acid C1(=CC=CC=C1)N(CCC1=CNC2=CC=CC=C12)C=1C=CC=C(C1C(=O)O)O